C(C)(=O)N[C@@H]1[C@H]([C@H]([C@H](N(C1)C(CCCCC(=O)O)=O)CCC)O)O 6-[(2R,3S,4R,5S)-5-acetamido-3,4-dihydroxy-2-propyl-1-piperidinyl]-6-oxo-hexanoic acid